1-(2,3-difluorophenyl)pent-4-en-1-one FC1=C(C=CC=C1F)C(CCC=C)=O